methyl (2S,3R)-2-(4-ethynylbenzamido)-3-hydroxybutyrate C(#C)C1=CC=C(C(=O)N[C@H](C(=O)OC)[C@@H](C)O)C=C1